C(C)(C)(C)OC(=O)NC1=CC(=C(C=N1)N1C=CC(C2=CC(=C(C=C12)N1CC2=NC=CC=C2C1)Cl)=O)C 1-(6-{[(tert-butoxy)carbonyl]amino}-4-methylpyridin-3-yl)-6-chloro-4-oxo-7-{5H,6H,7H-pyrrolo[3,4-b]pyridin-6-yl}-1,4-dihydroquinoline